ClC1=C(C=CC(=C1)C(F)(F)F)NC(=O)C1(CC(C1)=O)N1N=CC(=C1)I N-(2-chloro-4-(trifluoromethyl)phenyl)-1-(4-iodo-1H-pyrazol-1-yl)-3-oxocyclobutane-1-Formamide